O1C(CCCC1)N1N=CC2=C3C(=CC=C12)C(=CS3)OC3=CC=C(C=C3)O 4-((6-(tetrahydro-2H-pyran-2-yl)-6H-thieno[2,3-e]indazol-3-yl)oxy)phenol